FC1(CCC(CC1)[C@H](NC(=O)C=1N(N=CN1)C)C1=NC2=C(N1)C=C(C=C2)[C@@H](C)NC(CCC(F)(F)F)=O)F N-[(S)-(4,4-Difluorocyclohexyl)-[6-[(1R)-1-(4,4,4-trifluorobutanoylamino)ethyl]-1H-benzimidazol-2-yl]methyl]-2-methyl-1,2,4-triazole-3-carboxamide